trans-1,2-diphenylcyclobutane-D5 C1C[C@H]([C@@H]1C2=CC=CC=C2)C3=CC=CC=C3